6-(3-fluorophenyl)-4-oxo-2-thioxo-1,2,3,4-tetrahydropyrimidine-5-carbonitrile FC=1C=C(C=CC1)C1=C(C(NC(N1)=S)=O)C#N